COC(CC(C)SC=1SC=CC1)=O 3-(2-thiophenylthio)-butyric acid methyl ester